CS(=O)(=O)N1CCC(CC1)NC1=NN2C(C=N1)=CN=C2C2(CCC2)C 1-methanesulfonyl-N-[7-(1-methylcyclobutyl)imidazo[4,3-f][1,2,4]triazin-2-yl]piperidin-4-amine